C(CCCCCCCCC)(=O)O[C@@H]1[C@](O[C@H](C1)N1C2=NC(=NC(=C2N=C1)N)F)(CO[P@](=O)(OC1=CC=CC=C1)N[C@H](C(=O)OCCCCCCCC)CC1=CC=CC=C1)C#C (2R,3S,5R)-5-(6-Amino-2-fluoro-9H-purin-9-yl)-2-ethynyl-2-((((S)-(((S)-1-(octyloxy)-1-oxo-3-phenylpropan-2-yl)amino)(phenoxy)phosphoryl)oxy) methyl)tetrahydrofuran-3-yl decanoate